3-(2,6-dichloro-3-fluoro-benzyloxy)-5-thiazol-2-yl-pyridin-2-ylamine ClC1=C(COC=2C(=NC=C(C2)C=2SC=CN2)N)C(=CC=C1F)Cl